OC1=CC2=C(C=CC(O2)=O)C=C1 7-hydroxy-2H-1-benzopyran-2-one